[N+](=O)(OCCCC(C)(C)C1=CC(=C2[C@H]3[C@H](C(OC2=C1)(C)C)CC=C(C3)C)O)[O-] [4-[(6Ar,10aR)-1-hydroxy-6,6,9-trimethyl-6a,7,10,10a-tetrahydrobenzo[c]chromen-3-yl]-4-methylpentyl] nitrate